FC(C(=O)O)(F)F.NCC1CCC(CC1)NCC(COC1=CC(=C(C=C1)Cl)F)O 2-trans-1-((4-(aminomethyl)cyclohexyl)amino)-3-(4-chloro-3-fluorophenoxy)propan-2-ol 2,2,2-trifluoroacetate